sec-butyl α-pivaloyloxyisobutyrate (butan-2-yl α-pivaloyloxyisobutyrate) CC(CC)CC(C(=O)O)(C)OC(C(C)(C)C)=O.C(C(C)(C)C)(=O)OC(C(=O)OC(C)CC)(C)C